C(C(=C)C)(=O)OCCCC(O[Si](OC)(C)C)C 3-methacryloyloxypropylmethyldimethyldimethyloxysilane